O=C1NC(CCC1N1C(C2=CC=C(C=C2C1=O)N1CCN(CC1)CC1=CC=C(C=C1)CN1CCNCC1)=O)=O 2-(2,6-dioxo-3-piperidyl)-5-[4-[[4-(piperazin-1-ylmethyl)phenyl]methyl]piperazin-1-yl]isoindoline-1,3-dione